dibutyldithiophosphate ammonium salt [NH4+].C(CCC)SP(=S)(OCCCC)[O-]